N-((1S,3R)-3-(4-(4-(3-cyano-4-methoxypyrazolo[1,5-a]pyridin-6-yl)-1H-pyrazol-1-yl)piperidine-1-carbonyl)cyclohexyl)acryl-amide C(#N)C=1C=NN2C1C(=CC(=C2)C=2C=NN(C2)C2CCN(CC2)C(=O)[C@H]2C[C@H](CCC2)NC(C=C)=O)OC